6-(2,4-difluorophenyl)-N-[[6-(3,3-dimethylbutyl)-6-azaspiro[2.5]octan-2-yl]methyl]pyridazin-3-amine FC1=C(C=CC(=C1)F)C1=CC=C(N=N1)NCC1CC12CCN(CC2)CCC(C)(C)C